C(#N)C1=C(C=C(OC2C(C(C2(C)C)NC(=O)C2=CC=C(OCCN3CCNCC3)C=C2)(C)C)C=C1)C(F)(F)F 4-(2-(4-(((1r,3r)-3-(4-cyano-3-(trifluoromethyl)phenoxy)-2,2,4,4-tetramethylcyclobutyl)carbamoyl)phenoxy)ethyl)piperazin